C(C)OC(C)(C)C1=CC=C(C=N1)C=1N=C2SCC(CN2C(C1C#N)=O)C 8-(6-(2-ethoxypropan-2-yl)pyridin-3-yl)-3-methyl-6-oxo-3,4-dihydro-2H,6H-pyrimido[2,1-b][1,3]thiazine-7-carbonitrile